COC=1C=C(C=CC1NCC#CC=1N(C2=CC=CC(=C2C1)NC1CCN(CC1)CCOC)CC(F)(F)F)S(=O)(=O)N 3-methoxy-4-{[3-(4-{[1-(2-methoxyethyl)piperidin-4-yl]amino}-1-(2,2,2-trifluoroethyl)-1H-indol-2-yl)prop-2-yn-1-yl]amino}benzene-1-sulfonamide